4-[5-({1-[2-(Dimethylamino)ethyl]-1H-pyrazol-4-yl}methoxy)-1-benzofuran-2-yl]pyridine-3-carbonitrile CN(CCN1N=CC(=C1)COC=1C=CC2=C(C=C(O2)C2=C(C=NC=C2)C#N)C1)C